C1(CC1)CCC1=CC=C2C(CCOC2=C1)CNC=1C=NC=CC1C(=O)O 3-({[7-(2-cyclopropylethyl)-3,4-dihydro-2H-chromen-4-yl]methyl}amino)pyridine-4-carboxylic acid